ethyl acrylate trimethylammonioethyl-methacrylate chloride [Cl-].C[N+](C)(C)CCOC(C(=C)C)=O.C(C=C)(=O)OCC